COC1=C(C=C(C=C1)CNCCC2=CC=C(C=C2)O)O The molecule is a phenethylamine alkaloid that is norbelladine in which the phenolic hydrogen at position 4' has been replaced by a methyl group. It has a role as a plant metabolite. It is a polyphenol, a secondary amino compound, a phenethylamine alkaloid and a member of guaiacols. It derives from a norbelladine. It is a conjugate base of a 4'-O-methylnorbelladine(1+).